2-bromo-5-(methylamino)-4-nitrobenzoic acid methyl ester COC(C1=C(C=C(C(=C1)NC)[N+](=O)[O-])Br)=O